C(C)(=O)N(C(C1=C(C=CC(=C1)C=1C=NN(C1)C=1N(C(=CC1)C(C(F)(F)F)(C(F)(F)F)F)C1CC1)Cl)=O)C(C)(C)C#N N-acetyl-2-chloro-N-(1-cyano-1-methyl-ethyl)-5-[1-[1-cyclopropyl-5-[1,2,2,2-tetrafluoro-1-(trifluoromethyl)ethyl]pyrrol-2-yl]pyrazol-4-yl]benzamide